3,3',3''-((nitrilotris(ethane-2,1-diyl))tris(isoquinoline-1,7-diyl))tris(2-(pyrrolidin-3-yl)propanoic acid) N(CCC1=NC=CC2=CC=C(C=C12)CC(C(=O)O)C1CNCC1)(CCC1=NC=CC2=CC=C(C=C12)CC(C(=O)O)C1CNCC1)CCC1=NC=CC2=CC=C(C=C12)CC(C(=O)O)C1CNCC1